rel-3-chloro-4-[(3-chloro-5-fluoropyridin-2-yl)methoxy]-2'-[3-(2-hydroxypropan-2-yl)-2-oxopyridin-1-yl]-5',6-dimethyl-[1,4'-bipyridin]-2-one ClC=1C(N(C(=CC1OCC1=NC=C(C=C1Cl)F)C)C1=CC(=NC=C1C)N1C(C(=CC=C1)C(C)(C)O)=O)=O